(2,6-Dichloropyridin-4-yl)methyl (S)-2-(methylamino)-3-(tetrahydro-2H-pyran-4-yl)propanoate hydrochloride Cl.CN[C@H](C(=O)OCC1=CC(=NC(=C1)Cl)Cl)CC1CCOCC1